BrC1=CSC=2CN(CCC21)C=2N=C(C1=C(N2)CC[S@]1=O)NC1(CCC1)CO (R)-2-(3-bromo-4,7-dihydrothieno[2,3-c]pyridin-6(5H)-yl)-4-((1-(hydroxymethyl)cyclobutyl)amino)-6,7-dihydrothieno[3,2-d]pyrimidine 5-oxide